[C@H]1([C@H](O)[C@@H](O)[C@H](O)[C@H](O1)CO)O[C@@H]1[C@H]([C@H]([C@@H](O[C@H]1C)O[C@@H]1[C@H]([C@H](O)O[C@@H]([C@H]1O)CO)N)O)O α-D-Glucopyranosyl-(1→4)-α-L-rhamnopyranosyl-(1→3)-2-amino-2-deoxy-β-D-glucose